N-(bis(3-(tributylsilyl)phenyl)phosphaneyl)-N-methyl-1-(o-tolyl)-1-(3-(tributylsilyl)phenyl)phosphanamine C(CCC)[Si](C=1C=C(C=CC1)P(N(P(C1=CC(=CC=C1)[Si](CCCC)(CCCC)CCCC)C1=C(C=CC=C1)C)C)C1=CC(=CC=C1)[Si](CCCC)(CCCC)CCCC)(CCCC)CCCC